FC1=C(OC=2N=CC(=NC2)NC([C@H](C)N2CCNCC2)=O)C=CC(=C1)F (2S)-N-[5-(2,4-difluorophenoxy)pyrazin-2-yl]-2-(piperazin-1-yl)propanamide